[N+](=O)([O-])C=1C=C(C=CC1)C1(COCC1)C=O 3-(3-Nitrophenyl)tetrahydrofuran-3-carbaldehyde